1-(5-chloro-6-(4,4-difluorocyclohexyl)pyridin-3-yl)-3-(5-(2-methoxyethoxy)-1H-pyrrolo[3,2-b]pyridin-3-yl)urea ClC=1C=C(C=NC1C1CCC(CC1)(F)F)NC(=O)NC1=CNC=2C1=NC(=CC2)OCCOC